5-(2,5-dihydroxy-4-sulfobenzamido)isophthalic acid OC1=C(C(=O)NC=2C=C(C=C(C(=O)O)C2)C(=O)O)C=C(C(=C1)S(=O)(=O)O)O